C1(CCCC1)C1=CC(=NN1)NC=1N=CC=C2C=C(C=NC12)OC N-(5-cyclopentyl-1H-pyrazol-3-yl)-3-methoxy-1,7-naphthyridin-8-amine